4-methoxy-alpha-[(2-methoxyphenoxy)methyl]benzyl alcohol COC1=CC=C(C(COC2=C(C=CC=C2)OC)O)C=C1